CN(C[C@@H](C)OC1=C2C(=NC=NC2=CC(=C1)C=1C=NN(C1)C)NC=1C=NC2=NC=CC=C2C1)C (R)-5-((1-(dimethylamino)propan-2-yl)oxy)-7-(1-methyl-1H-pyrazol-4-yl)-N-(1,8-naphthyridin-3-yl)quinazolin-4-amine